N-(3-chloro-5-(4H-1,2,4-triazol-3-yl)benzyl)cyclopropanamine ClC=1C=C(CNC2CC2)C=C(C1)C1=NN=CN1